N-(cyclopropylmethyl)-1-(2-pyrimidin-2-yl-1,2,4-triazol-3-yl)ethanamine C1(CC1)CNC(C)C=1N(N=CN1)C1=NC=CC=N1